C1(CCCCC1)NC1=C2NC=NC2=NC(=N1)NC1=CC=C(C=C1)N1CCOCC1 6-N-cyclohexyl-2-N-(4-morpholin-4-ylphenyl)-7H-purine-2,6-diamine